3-(2-((5-(1H-Pyrazol-1-yl)-1H-tetrazol-1-yl)methyl)-5-amino-8-(pyrimidin-4-yl)-[1,2,4]triazolo[1,5-c]pyrimidin-7-yl)benzonitrile N1(N=CC=C1)C1=NN=NN1CC1=NN2C(=NC(=C(C2=N1)C1=NC=NC=C1)C=1C=C(C#N)C=CC1)N